NC1=NC=C(C2=C1N=C(N=C2)C=2C=C(C=CC2)C#C[C@]2(C(N(CC2)C([2H])([2H])[2H])=O)O)C (R)-3-[2-[3-(8-amino-5-methyl-pyrido[3,4-d]pyrimidin-2-yl)phenyl]ethynyl]-3-hydroxy-1-(trideuteriomethyl)pyrrolidin-2-one